C(CCCCCCC\C=C/CCCCCCCC)(=O)C(CCCC(=O)O)CC(CCCCCCC\C=C/CCCCCCCC)=O 5,6-Dioleoyl-hexanoic acid